4-(4-nitrophenyl)sulfanylpiperidine [N+](=O)([O-])C1=CC=C(C=C1)SC1CCNCC1